5-fluoro-N-isopropyl-N-methyl-2-((4-(6-((tetrahydro-2H-pyran-4-yl)methyl)-2,6-diazaspiro[3.3]heptan-2-yl)pyrimidin-5-yl)oxy)benzamide FC=1C=CC(=C(C(=O)N(C)C(C)C)C1)OC=1C(=NC=NC1)N1CC2(C1)CN(C2)CC2CCOCC2